C(C)(C)(C)OC(=O)N[C@H](C(=O)OC)CN1N=C(N=N1)C1=CC(=CC=C1)[C@@H]1COC=2C(=NC=CC2)O1 methyl (S)-2-((tert-butoxycarbonyl)-amino)-3-(5-(3-((R)-2,3-dihydro-[1,4]dioxino[2,3-b]pyridin-3-yl)phenyl)-2H-tetrazol-2-yl)propanoate